C1=C(C=CC=CC)C=CC=CC=CC=CC=CC=CC=C1 tetradecanoheptadecene